COC=1C=CC(=NC1)C(=N)N 5-methoxypyridine-2-formamidine